7-acetoxy-3-(cyclobutylmethyl)-4a-hydroxy-2,3,4,4a,5,6,7,7a-octahydro-1H-4,12-methanobenzofuro[3,2-e]isoquinolin-9-yl (2E,4E)-hexa-2,4-dienoate C(\C=C\C=C\C)(=O)OC1=CC=C2C3=C1OC1C34CCN(C(C4(CCC1OC(C)=O)O)C2)CC2CCC2